C(C)(C)C1=C(NC2=CC=C(C=C12)C1CN(C1)C1COC1)C=1C(=C(C=2N(C1)N=CN2)C)C 6-(3-Isopropyl-5-(1-(oxetan-3-yl)azetidin-3-yl)-1H-indol-2-yl)-7,8-dimethyl-[1,2,4]triazolo[1,5-a]pyridin